FC1=CC=C(C=N1)C1=NC(=C2C(=N1)N(N=C2)[C@@H]2CN(CC2)C(C(C)(C)C)=O)NC(=O)C=2SC(=CC2)[N+](=O)[O-] (S)-N-(6-(6-fluoropyridin-3-yl)-1-(1-trimethylacetyl-pyrrolidin-3-yl)-1H-pyrazolo[3,4-d]pyrimidin-4-yl)-5-nitrothiophene-2-carboxamide